tert-butyl (4-hydroxybut-2-yn-1-yl)carbamate OCC#CCNC(OC(C)(C)C)=O